L-6-methylnicotinic acid CC1=NC=C(C(=O)O)C=C1